tert-butyl 3-[2-[4-[[6-[[6-(2,6-dichlorophenyl)-8-methyl-7-oxo-pyrido[2,3-d]pyrimidin-2-yl]amino]-3-pyridyl]oxy]pyrazol-1-yl]ethyl]azetidine-1-carboxylate ClC1=C(C(=CC=C1)Cl)C1=CC2=C(N=C(N=C2)NC2=CC=C(C=N2)OC=2C=NN(C2)CCC2CN(C2)C(=O)OC(C)(C)C)N(C1=O)C